[Na+].N[C@@H](CCC(=O)[O-])C(=O)OCCCCCCCCCCCCCCCCCC.[Na+].C(CCCCCCCCCCCCCCCCC)OC([C@@H](N)CCC(=O)[O-])=O sodium stearyl glutamate sodium